(2-formylphenyl)piperidine-1-carboxylic acid tert-butyl ester C(C)(C)(C)OC(=O)N1C(CCCC1)C1=C(C=CC=C1)C=O